1,1,2,2-tetracarboxyethyl-ethene C(=O)(O)C(C(C(=O)O)C(=O)O)(C(=O)O)C=C